C(C=C)(=O)N1CC(CC1)C=1C=CC(=C2C(=NC=NC12)N)C1=CC=C(C(=O)NC2=NC=CC=C2)C=C1 4-(8-(1-acryloylpyrrolidin-3-yl)-4-aminoquinazolin-5-yl)-N-(pyridin-2-yl)benzamide